C1(CCC1)C(CNC1=NC=C(C(=N1)C1=CNC2=C(C=CC=C12)P(C)(C)=O)C(F)(F)F)O (3-(2-((2-cyclobutyl-2-hydroxyethyl)amino)-5-(trifluoromethyl)pyrimidin-4-yl)-1H-indol-7-yl)dimethylphosphine oxide